CN1C(=NC=2C1=NC=CC2)C2=C(C(=C(C(=C2C2=CC=C(C=C2)N2C1=CC=CC=C1OC=1C=CC=CC21)C2=NC=1C(=NC=CC1)N2C)C2=NC=1C(=NC=CC1)N2C)C2=NC=1C(=NC=CC1)N2C)C2=CC=C(C=C2)N2C1=CC=CC=C1OC=1C=CC=CC21 10,10'-(2',4',5',6'-tetrakis(3-methyl-3H-imidazo[4,5-b]pyridin-2-yl)-[1,1':3',1''-terphenyl]-4,4''-diyl)bis(10H-phenoxazine)